7-((((1s,3s)-3-methylcyclobutyl)amino)methyl)-1H-pyrrolo[3,2-b]pyridine-5-carbonitrile CC1CC(C1)NCC1=C2C(=NC(=C1)C#N)C=CN2